(2-Hydroxyethyl)Ethylammonium Hydroxide [OH-].OCC[NH2+]CC